cis-2-(4-(cyclopentylamino)phenyl)-1-(2-fluoro-6-methylbenzoyl)-N-(1-methyl-1H-benzo[d]imidazol-6-yl)octahydro-1H-cyclopenta[b]pyridine-3-carboxamide C1(CCCC1)NC1=CC=C(C=C1)C1C(CC2C(N1C(C1=C(C=CC=C1C)F)=O)CCC2)C(=O)NC=2C=CC1=C(N(C=N1)C)C2